ClC=1C=C(OC2CCC(CC2)NC(C2=NC=C(C=C2)N2CCC(CC2)C=O)=O)C=CC1C#N N-((1r,4r)-4-(3-chloro-4-cyanophenoxy)cyclohexyl)-5-(4-formylpiperidin-1-yl)picolinamide